4,5-dihydro-7H-pyrazolo[1,5-c][1,3]thiazine 6,6-dioxide N1=CC=C2N1CS(CC2)(=O)=O